C(C)N1C(=[N+](C(=C1C(C)(CC)C)C(C)(CC)C)C(C(CC)(C)CC)(CC)C)C(C)(CC)C 1-ethyl-methyl-ethyl-methyl-ethyl-methyl-ethyl-methyl-ethyl-methyl-ethyl-methyl-ethyl-methyl-ethyl-methyl-ethyl-methyl-imidazolium